O1C=NC2=C1C=CC=C2C2=CCCCN2C(=O)OC(C)(C)C tert-Butyl 6-(1,3-benzoxazol-4-yl)-3,4-dihydro-2H-pyridine-1-carboxylate